ClC=1C=C(C=CC1)C(C(=O)NC1(CC1)CN(C)C)(F)F 2-(3-chlorophenyl)-N-(1-((dimethylamino)methyl)cyclopropyl)-2,2-difluoroacetamide